ClC=1C=NN(C1C(=O)NC1=NC=C(C=C1C)C#CC1=CC=C(C=C1)F)CC1C(CN(CC1)C(C(C)C)=O)C 4-chloro-N-(5-((4-fluorophenyl)ethynyl)-3-methylpyridin-2-yl)-1-((1-isobutyryl-3-methylpiperidin-4-yl)methyl)-1H-pyrazole-5-carboxamide